CC1=C2CN(CC2=C2CCCC2=N1)C(CC1CN(C1)C=1C=NC(=CC1)C(F)(F)F)=O 1-(4-Methyl-3,6,7,8-tetrahydro-1H-2,5-diaza-as-indacen-2-yl)-2-[1-(6-trifluoromethyl-pyridin-3-yl)-azetidin-3-yl]-ethanone